azetidine-1,3-dicarboxylic acid O1-tert-butyl O3-methyl ester COC(=O)C1CN(C1)C(=O)OC(C)(C)C